N-(2-bromo-6-METHYLPHENYL)-2-chloro-4-(cyclobutylamino)pyrimidine-5-carboxamide BrC1=C(C(=CC=C1)C)NC(=O)C=1C(=NC(=NC1)Cl)NC1CCC1